C(C)(=O)NCCN(CC[C@@H](C(=O)O)N)CCCCC1=NC=2NCCCC2C=C1 (2S)-4-[2-acetamidoethyl-[4-(5,6,7,8-tetrahydro-1,8-naphthyridin-2-yl)butyl]amino]-2-amino-butanoic acid